FC=1C=C(CC=2C=NN(C2)C(=O)N[C@@H]2C(N(C3=C(OC2)C=CC(=C3)C(=O)N3CCN(CC3)C(=O)OCC3=CC=CC=C3)C)=O)C=CC1 benzyl (S)-4-(3-(4-(3-fluorobenzyl)-1H-pyrazole-1-carboxamido)-5-methyl-4-oxo-2,3,4,5-tetrahydrobenzo[b][1,4]oxazepine-7-carbonyl)piperazine-1-carboxylate